C(C=C)(=O)N1CCCC12CN(CC2)C=2C=NC=CC2C2=CC(=C(CNC(=O)C=1N=NN(C1)C(C)(C)C)C=C2)C N-(4-(3-(1-acryloyl-1,7-diazaspiro[4.4]nonan-7-yl)pyridin-4-yl)-2-methylbenzyl)-1-(tert-butyl)-1H-1,2,3-triazole-4-carboxamide